(2S)-2-[1-(1-fluorocyclopropane-1-carbonyl)-1,2,3,4-tetrahydroquinolin-6-yl]-N-(5-fluoropyridin-2-yl)propanamide FC1(CC1)C(=O)N1CCCC2=CC(=CC=C12)[C@@H](C(=O)NC1=NC=C(C=C1)F)C